NC1=C2N=CN(C2=NC=N1)[C@@H]1O[C@@H]([C@@H]2[C@H]1OC(O2)(C)C)COP2(O[C@@H]([C@@H](S2)C2=CC=CC=C2)C2=CC=CC=C2)=S (4S,5R)-2-(((3aR,4R,6R,6aR)-6-(6-amino-9H-purin-9-yl)-2,2-dimethyltetrahydrofuro[3,4-d][1,3]dioxol-4-yl)methoxy)-4,5-diphenyl-1,3,2-oxathiaphospholane 2-sulfide